ClC1=CC=C(C=C1)C=1C(=C(SC1)NC(C1=C(C=CC(=C1)I)F)=O)C(=O)O 4-(4-chlorophenyl)-2-(2-fluoro-5-iodobenzamido)thiophene-3-carboxylic acid